ClC1=CC=C(C=N1)CN1C=CC=C2C1=NC(N(C2=O)C(COC)C)=O 8-((6-chloropyridin-3-yl)methyl)-3-(1-methoxypropan-2-yl)pyrido[2,3-d]pyrimidine-2,4(3H,8H)-dione